C(C1=CC=CC=C1)OC1=C(C(=O)OCC2=CC=CC=C2)C=C(C(=C1)N(C(=O)[C@@H]1N(CC1)S(=O)(=O)C1=C(C(=C(C(=C1F)F)F)F)F)CC1=CC=C(C=C1)Br)F benzyl (R)-2-(benzyloxy)-4-(N-(4-bromobenzyl)-1-((perfluorophenyl)sulfonyl)azetidine-2-carboxamido)-5-fluorobenzoate